Cl.NC=1C=C(C(=NC1)C)NC(=O)C=1C=NN2C1SC(=C2)C=2C=NN1C2OCCC1 N-(5-amino-2-methylpyridin-3-yl)-2-(6,7-dihydro-5H-pyrazolo[5,1-b][1,3]oxazin-3-yl)pyrazolo[5,1-b]thiazole-7-carboxamide hydrochloride